methyl-α-ethynyl-benzyl alcohol CC(C1=CC=CC=C1)(C#C)O